BrC=1C=CC=2N(C1)C(=CN2)N2CCCC2 6-Bromo-3-(pyrrolidin-1-yl)imidazo[1,2-a]pyridine